4-bromo-3-(((tert-butyldimethylsilyl)oxy)methyl)pyrrolidone BrC1C(C(NC1)=O)CO[Si](C)(C)C(C)(C)C